N1=C(C=CC=C1C)C(OC)=N methyl 6-picoline-2-formimidate